methyl 6-(5-amino-2-fluorophenyl)-5,6,7,8-tetrahydroimidazo[1,5-a]pyridine-1-carboxylate NC=1C=CC(=C(C1)C1CCC=2N(C1)C=NC2C(=O)OC)F